(S)-3-((3-(4-acrylamidobenzamido)phenyl)amino)-N-(2-(dimethylamino)-1-phenylethyl)-6,6-dimethyl-4,6-dihydropyrrolo[3,4-c]pyrazole-5(1H)-carboxamide C(C=C)(=O)NC1=CC=C(C(=O)NC=2C=C(C=CC2)NC=2C3=C(NN2)C(N(C3)C(=O)N[C@H](CN(C)C)C3=CC=CC=C3)(C)C)C=C1